OCC(C)(C)NC(=O)C=1C=2C[C@H]3[C@@H](C2N(N1)C1=NC=C(C=C1)C#N)C3 (1aS,5aS)-2-(5-Cyano-pyridin-2-yl)-1a,2,5,5a-tetrahydro-1H-2,3-diaza-cyclopropa[a]pentalene-4-carboxylic acid (2-hydroxy-1,1-dimethyl-ethyl)-amide